(R)-4-(1-(4-Cyclopropyl-2-fluorophenyl)-3-(3-(methylamino)piperidin-1-carbonyl)-1H-pyrazol-5-yl)benzonitril C1(CC1)C1=CC(=C(C=C1)N1N=C(C=C1C1=CC=C(C#N)C=C1)C(=O)N1C[C@@H](CCC1)NC)F